C1(CC1)C[C@H]1C(N(CCN1)[C@H](C(=O)N1CCC(CC1)CC(=O)N)CC(C)C)=O (1-{(S)-2-[(S)-3-(Cyclopropylmethyl)-2-oxo-1-piperazinyl]-4-methylvaleryl}-4-piperidyl)acetamide